C(C=C)N1C(=NN=C1C1=CC=C(C=C1)F)S 4-allyl-5-(4-fluorophenyl)-4H-1,2,4-triazole-3-thiol